pyrrolo-[2,3-d]pyrimidine-2(3H)-one N1C(NC=C2C1=NC=C2)=O